C(#C)C=1C=CC=C2C=CC=C(C12)C1=C(C=2N=C(N=C(C2C(=N1)OC)N([C@H]1CNCC1)C)OC[C@]12CCCN2C[C@@H](C1)F)F 7-(8-ethynylnaphthalen-1-yl)-8-fluoro-2-(((2R,7aS)-2-fluorotetrahydro-1H-pyrrolizin-7a(5H)-yl)methoxy)-5-methoxy-N-methyl-N-((R)-pyrrolidin-3-yl)pyrido[4,3-d]pyrimidin-4-amine